bis-benzimidazole pyrene salt C1=CC=C2C=CC3=CC=CC4=CC=C1C2=C34.N3=CNC4=C3C=CC=C4.N4=CNC3=C4C=CC=C3